1-(3-chlorophenyl)-3-[3,5-dichlorophenyl]urea ClC=1C=C(C=CC1)NC(=O)NC1=CC(=CC(=C1)Cl)Cl